C(C)(C)(C)N1C(N(CC1)C(C)(C)C)=[NH+]C1=CC=C(C(=O)[O-])C=C1 4-((1,3-di-tert-butylimidazolidin-2-yliden)ammonio)benzoat